C(C1=CC=CC=C1)OC=1C=C(C(=O)N)C(=CN1)Br 2-(benzyloxy)-5-bromoisonicotinamide